N1[C@H](CCC1)C(C1=CNC=2C=CC=C(C12)O)([2H])[2H] (R)-3-(pyrrolidin-2-ylmethyl-d2)-1H-indol-4-ol